FC=1C=C(N)C=C(C1)C=1C=CC=2N(N1)C(=CN2)C 3-fluoro-5-(3-methylimidazo[1,2-b]pyridazin-6-yl)aniline